di(2-ethyl) adipate C(CCCCC(=O)OCC)(=O)OCC